androstanone C[C@@]12C(CC[C@H]1[C@@H]1CCC3CCCC[C@]3(C)[C@H]1CC2)=O